FC=1C=C(C(=C(C1F)F)C1=C(C=C(C=C1OC)OC)OC)C#N 4,5,6-trifluoro-2',4',6'-trimethoxy-[1,1'-biphenyl]-2-carbonitrile